1-(4-((4-((5-(furan-2-yl)-2-methoxyphenyl)amino)-7-methoxyquinolin-6-yl)oxy)piperidin-1-yl)prop-2-en-1-one O1C(=CC=C1)C=1C=CC(=C(C1)NC1=CC=NC2=CC(=C(C=C12)OC1CCN(CC1)C(C=C)=O)OC)OC